1-(2,4,6-trichloro-phenyl)-1H-pyrrole-2,5-dione ClC1=C(C(=CC(=C1)Cl)Cl)N1C(C=CC1=O)=O